N-(7-methoxy-2-methyl-[1,2,4]triazolo[1,5-a]pyridin-6-yl)-4-(4,7-diazaspiro[2.5]octan-7-yl)-2,3-dihydro-1H-pyrrolo[2,3-b]pyridine-1-carboxamide formate C(=O)O.COC1=CC=2N(C=C1NC(=O)N1CCC=3C1=NC=CC3N3CCNC1(CC1)C3)N=C(N2)C